2-(7-((2S,5R)-4-(1-(isoquinolin-7-yl)ethyl)-2,5-dimethylpiperazin-1-yl)-4-methyl-5-oxo-4,5-dihydro-2H-pyrazolo[4,3-b]pyridin-2-yl)acetonitrile C1=NC=CC2=CC=C(C=C12)C(C)N1C[C@@H](N(C[C@H]1C)C=1C=2C(N(C(C1)=O)C)=CN(N2)CC#N)C